C(C1=CC=CC=C1)OC=1C=C(C=CC1OC)C=1C(=C(C(=NC1)N1CCC(CC1)NC=1C=C(C=CC1)/C=C/C(=O)NOC1OCCCC1)C#N)C1=CC(=C(C=C1)C#N)F (E)-3-(3-((1-(5-(3-(Benzyloxy)-4-methoxyphenyl)-3-cyano-4-(4-cyano-3-fluorophenyl)pyridin-2-yl)piperidin-4-yl)amino)phenyl)-N-((tetrahydro-2H-pyran-2-yl)oxy)acrylamide